ethyl 3-(2-(2-((5-cyclopropyl-2,3-dihydro-1H-inden-2-yl)amino)pyrimidine-5-carbonyl)hydrazineyl)-3-oxopropanoate C1(CC1)C=1C=C2CC(CC2=CC1)NC1=NC=C(C=N1)C(=O)NNC(CC(=O)OCC)=O